C1(=CCCC1)O cyclopentaenol